(S)-3-(2-Benzyl-3-chloro-7-oxo-2,4,5,7-tetrahydro-6H-pyrazolo[3,4-c]pyridin-6-yl)-7-(3-hydroxy-3-methylbut-1-yn-1-yl)-5-methyl-2,3-dihydrobenzo[b][1,4]oxazepin-4(5H)-one C(C1=CC=CC=C1)N1N=C2C(N(CCC2=C1Cl)[C@@H]1C(N(C2=C(OC1)C=CC(=C2)C#CC(C)(C)O)C)=O)=O